1-(3-(5-(2-(2,6-Dichlorophenyl)-3-methylimidazo[2,1-f][1,6]naphthyridin-9-yl)pyridin-2-yl)azetidin-1-yl)-2-hydroxyethan-1-one ClC1=C(C(=CC=C1)Cl)C=1N=C2C=3C=C(C=NC3C=CN2C1C)C=1C=CC(=NC1)C1CN(C1)C(CO)=O